N[C@@]1(CN(CCC1)C1=CC(=NC=C1CCC1CCOCC1)NC1=CC=C2C(=N1)N(N=C2)C(C)C)C (S)-N-(4-(3-amino-3-methylpiperidin-1-yl)-5-((tetrahydro-2H-pyran-4-yl)ethanyl)pyridin-2-yl)-1-isopropyl-1H-pyrazolo[3,4-b]pyridin-6-amine